6-(3-(2-((2-(2,6-dioxopiperidin-3-yl)-1-oxoisoindolin-5-yl)oxy)ethoxy)prop-1-yn-1-yl)-3-((1r,3r)-3-((5-(5-methyl-5H-pyrido[4,3-b]indol-7-yl)pyridin-2-yl)oxy)cyclobutoxy)picolinonitrile O=C1NC(CCC1N1C(C2=CC=C(C=C2C1)OCCOCC#CC1=CC=C(C(=N1)C#N)OC1CC(C1)OC1=NC=C(C=C1)C=1C=CC=2C3=C(N(C2C1)C)C=CN=C3)=O)=O